(6S,14S)-14-{4-[3-chloro-6-(4-chloro-1H-1,2,3-triazol-1-yl)-2-fluorophenyl]-6-oxo-1,6-dihydropyrimidin-1-yl}-2,8-diazatricyclo[13.3.1.02,6]nonadec-1(19),15,17-trien-3,7-dione ClC=1C(=C(C(=CC1)N1N=NC(=C1)Cl)C=1N=CN(C(C1)=O)[C@H]1CCCCCNC([C@@H]2CCC(N2C=2C=CC=C1C2)=O)=O)F